2-[{9,9-di(n-octyl)fluorene-2-yl}pyridin-5-yl]-4,4,5,5-tetramethyl-1,3,2-dioxaborolane C(CCCCCCC)C1(C2=CC=CC=C2C=2C=CC(=CC12)C1=NC=C(C=C1)B1OC(C(O1)(C)C)(C)C)CCCCCCCC